BrC1=CC=C2C(=N1)SC(=N2)NC(=O)C2=CN=NC=C2C2=C(C=CC=C2)OC N-(5-bromothiazolo[5,4-b]pyridin-2-yl)-5-(2-methoxyphenyl)pyridazine-4-carboxamide